(9-Phenyl-9H-carbazol-4-yl)pinacol borate B(O)(O)O.C1(=CC=CC=C1)N1C2=CC=CC=C2C=2C(=CC=CC12)CC(O)(C)C(C)(C)O